NC1=NC=CC=C1C1=NC=2C(=NC=CC2)N1C1=CC=C(CNC(C2=CN=C(C(=C2)C=O)O)=O)C=C1 N-(4-(2-(2-aminopyridin-3-yl)-3H-imidazo[4,5-b]pyridin-3-yl)benzyl)-5-formyl-6-hydroxynicotinamide